bis[(2-pyridinyl)phenyl]iridium(III) N1=C(C=CC=C1)C1=C(C=CC=C1)[Ir+]C1=C(C=CC=C1)C1=NC=CC=C1